C(C)(C)(C)OC(NC1=CC(=CC=C1)OCC1=C(C=CC=C1)F)=O (3-((2-fluorobenzyl)oxy)phenyl)carbamic acid tert-butyl ester